(E)-6-(6-(difluoromethoxy)pyridin-3-yl)-N'-((2-fluoro-5-hydroxypyridin-3-yl)methylene)pyrazine-2-carbohydrazide FC(OC1=CC=C(C=N1)C1=CN=CC(=N1)C(=O)N/N=C/C=1C(=NC=C(C1)O)F)F